(1S,4S)-4-(8-((5-chloro-2-fluorophenyl)amino)-2-((4-methyltetrahydro-2H-pyran-4-yl)amino)-9H-purin-9-yl)cyclohexane-1-carboxamide ClC=1C=CC(=C(C1)NC=1N(C2=NC(=NC=C2N1)NC1(CCOCC1)C)C1CCC(CC1)C(=O)N)F